2,3-dichloroprop-1-ene ClC(=C)CCl